O=C1NC(CCC1NC=1C=CC(=NC1)C1CCN(CC1)CCCCC=1C=C2C(=NC=NN2C1)C1=CC(=C(C=C1)CNC(OC(C)(C)C)=O)F)=O tert-butyl N-[[4-[6-[4-[4-[5-[(2,6-dioxo-3-piperidyl)amino]-2-pyridyl]-1-piperidyl]butyl]pyrrolo[2,1-f][1,2,4]triazin-4-yl]-2-fluoro-phenyl]methyl]carbamate